(2S)-N-{1-cyano-2-[3-fluoro-6-(3-methyl-2-oxo-1,3-benzoxazol-5-yl)-1-benzothiophen-2-yl]ethyl}-1,4-oxazepane-2-carboxamide C(#N)C(CC=1SC2=C(C1F)C=CC(=C2)C=2C=CC1=C(N(C(O1)=O)C)C2)NC(=O)[C@H]2OCCCNC2